1-(2-(1-benzyl-5-methyl-1H-pyrazol-4-yl)-2-oxoethyl)-5-(1-fluorovinyl)pyridin-2(1H)-one C(C1=CC=CC=C1)N1N=CC(=C1C)C(CN1C(C=CC(=C1)C(=C)F)=O)=O